C(#N)C1(CC1)N(S(=O)(=O)C=1C=C(C=2N(C1)C(=CN2)C2=NN1C(C(CCC1)=C=O)=C2)N2CCN(CC2)C(C(C)C)=O)CC2=CC=C(C=C2)OC N-(1-cyanocyclopropyl)-8-(4-isobutyrylpiperazin-1-yl)-N-(4-methoxybenzyl)-3-(4-carbonyl-4,5,6,7-tetrahydropyrazolo[1,5-a]pyridin-2-yl)imidazo[1,2-a]pyridin-6-sulfonamide